COC(CC1(OCCO1)CC1=C(C=CC(=C1)Br)[N+](=O)[O-])=O [2-(5-bromo-2-nitrobenzyl)-1,3-dioxolan-2-yl]Acetic acid methyl ester